2-(4-divinylphosphorylphenyl)-4,4,5,5-tetramethyl-1,3,2-dioxaborolane C(=C)P(=O)(C=C)C1=CC=C(C=C1)B1OC(C(O1)(C)C)(C)C